1-(((R)-1-(3-Amino-5-(trifluoromethyl)phenyl)ethyl)amino)-7-((R)-2,4-dimethylpiperazine-1-yl)pyrido[3,4-d]pyridazin-4(3H)-one NC=1C=C(C=C(C1)C(F)(F)F)[C@@H](C)NC=1C2=C(C(NN1)=O)C=NC(=C2)N2[C@@H](CN(CC2)C)C